CC1=C2CCCN(C2=CC=C1)C(=O)[C@@H]1CCC(N1C1=NC(=CC(=C1)C(F)(F)F)C)=O (S)-5-(5-methyl-1,2,3,4-tetrahydroquinolin-1-carbonyl)-1-(6-methyl-4-(trifluoromethyl)pyridin-2-yl)pyrrolidin-2-one